ClC1=C(N)C=C(C(=C1)C(F)(F)F)C1CC1 2-chloro-5-cyclopropyl-4-(trifluoromethyl)aniline